C=CC(=CC)B1OC(C)(C)C(C)(C)O1 3-pentadienylboronic acid pinacol ester